(2R,3R,4R,5R)-5-(2-amino-6-(methylamino)-9H-purin-9-yl)-4-fluoro-2-(((bis-((pivaloyloxy)methoxy)phosphoryl) oxy)methyl)-4-methyltetrahydrofuran-3-yl phenylacetate C1(=CC=CC=C1)CC(=O)O[C@@H]1[C@H](O[C@H]([C@]1(C)F)N1C2=NC(=NC(=C2N=C1)NC)N)COP(=O)(OCOC(C(C)(C)C)=O)OCOC(C(C)(C)C)=O